4-(6-cyanoquinolin-4-ylamino)-3-fluoro-N-(4-(pyridin-4-ylamino)phenyl)benzamide C(#N)C=1C=C2C(=CC=NC2=CC1)NC1=C(C=C(C(=O)NC2=CC=C(C=C2)NC2=CC=NC=C2)C=C1)F